(trans)-Methyl 4-(benzyl (tert-butoxycarbonyl) amino)-1-fluorocyclohexane-carboxylate C(C1=CC=CC=C1)N(C1CCC(CC1)(C(=O)OC)F)C(=O)OC(C)(C)C